C(C)(C)(C)OC(=O)N[C@@H](C(=O)O)CCO (R)-2-((tert-butoxycarbonyl)amino)-4-hydroxybutyric acid